ClC1=NC=2N(C=C1)N=CC2C2=CC=C(CN1CCOCC1)C=C2 4-(4-(5-chloropyrazolo[1,5-a]pyrimidin-3-yl)benzyl)morpholine